C(C)(C)(C)OC t-butylmethyl ether